2-(6-methoxybenzothiazolyl)-3-(3-sulfo-4-methoxy-phenyl)-5-(2,4-disulfophenyl)-2H-tetrazolium COC1=CC2=C(N=C(S2)N2[NH2+]C(=NN2C2=CC(=C(C=C2)OC)S(=O)(=O)O)C2=C(C=C(C=C2)S(=O)(=O)O)S(=O)(=O)O)C=C1